FC1=C(C=CC(=C1)OC1=NN(C=C1)C)NC1=NC=NC2=CC=C(C=C12)C1CNCCC1 N-(2-fluoro-4-((1-methyl-1H-pyrazol-3-yl)oxy)phenyl)-6-(piperidin-3-yl)quinazolin-4-amine